C=CCC#CCC heptene-4-yne